BrC=1C(=NC(=NC1OC)C)C1CC1 5-bromo-4-cyclopropyl-6-methoxy-2-methylpyrimidine